benzenesulfinyloxysodium C1(=CC=CC=C1)S(=O)O[Na]